CN1C(CCC1C)C 1,2,5-trimethylpyrrolidine